tetraphenyl-boric acid C1(=CC=CC=C1)[B-](C1=CC=CC=C1)(C1=CC=CC=C1)C1=CC=CC=C1.[H+]